N[C@H]1C[C@H](N(C1)C1=C2C=CN(C2=CC=C1NC(=O)C1=NC(=NC=C1)C1=C(C=CC=C1OC)F)C1=C(C=C(C=C1)OC)F)CO N-(4-((2S,4S)-4-Amino-2-(hydroxymethyl)pyrrolidin-1-yl)-1-(2-fluoro-4-methoxyphenyl)-1H-indol-5-yl)-2-(2-fluoro-6-methoxyphenyl)pyrimidine-4-carboxamide